C(=O)(O)[C-]1C=CC=C1.[CH-]1C=CC=C1.[Fe+2] monocarboxyl-ferrocene